ClC1=CC=C(S1)S(=O)(=O)N1N=C(C=C1)C 1-((5-chlorothiophen-2-yl)sulfonyl)-3-methyl-1H-pyrazole